FC(C1=CC=C(C=C1)C1=C(C=CC=C1)C(C(CC(=O)O)C(=O)O)C(=O)O)(F)F 2-(4-trifluoromethyl-phenyl)-phenyl-propane-1,2,3-tricarboxylic acid